Tert-butyl N-[(3R,6S)-6-{[(3S)-3-(4-{2-[(2,2-difluoroethyl)(isopropyl)carbamoyl]-4-fluorophenyl}-1-methyl-1H-indazol-6-yl)pyrrolidin-1-yl]methyl}oxan-3-yl]carbamate FC(CN(C(=O)C1=C(C=CC(=C1)F)C1=C2C=NN(C2=CC(=C1)[C@H]1CN(CC1)C[C@@H]1CC[C@H](CO1)NC(OC(C)(C)C)=O)C)C(C)C)F